O1[N+](=CC=N1)[O-] 1,2,5-oxadiazole-2-oxide